C(C)N(C=1SC=C(N1)C1=CC=CC=C1)C1=CC=CC=C1 N-ethyl-N,4-diphenyl-1,3-thiazol-2-amine